C(C)C=1C=C(C=CC1)N1N=C2N(C1=O)[C@@H](CC2)C2=CC=CC=C2 (S)-2-(3-ethylphenyl)-5-phenyl-2,5,6,7-tetrahydro-3H-pyrrolo[2,1-c][1,2,4]triazol-3-one